NC1=NC=C(C2=C1C(=NN2C(C)C)C2=CC(=C(C=C2)NS(=O)(=O)CC2=C(C=CC=C2)Cl)F)C2=CC[C@H](CC2)NC2CC(C2)(F)F N-(4-(4-amino-7-(4(S)-((3,3-difluorocyclobutyl)amino)cyclohex-1-en-1-yl)-1-isopropyl-1H-pyrazolo[4,3-c]pyridin-3-yl)-2-fluorophenyl)-1-(2-chlorophenyl)methanesulfonamide